bis(methoxycarbonyl)-3,3'-bis(t-butylperoxycarbonyl)benzophenone COC(=O)C1=C(C(=C(C(=O)C2=CC(=CC=C2)C(=O)OOC(C)(C)C)C=C1)C(=O)OC)C(=O)OOC(C)(C)C